CNC(C=O)=O N-methylglyoxalic acid amide